Cl.CN1C(CNCCC1)=O 1-methyl-1,4-diazepan-2-one hydrochloride